oxomethionine O=N[C@@H](CCSC)C(=O)O